C(#N)C=1C=CC(=NC1)N[C@@H]1CC[C@H](CC1)N(C(=O)NCCC1=CC=CC=C1)C1=CC=C(C=C1)C=1C=NN(C1)C 1-(trans-4-((5-cyanopyridin-2-yl)amino)cyclohexyl)-1-(4-(1-methyl-1H-pyrazol-4-yl)phenyl)-3-(2-phenylethyl)urea